(4-((5-oxocyclopent-1-enyl) methyl) phenyl) propionate C(CC)(=O)OC1=CC=C(C=C1)CC1=CCCC1=O